CN1N=C(C=C1)C1OC2=C(N=C(N=C2NC2=CC=NC=C2)N2CCOCC2)C=2C=CC=CC12 (1-methyl-1H-pyrazol-3-yl)-2-morpholino-N-(pyridin-4-yl)-6H-isochromeno[4,3-d]pyrimidin-4-amine